4-(4-bromophenyl)-pyridine BrC1=CC=C(C=C1)C1=CC=NC=C1